CC1=NC=C2N1C=C(C=C2)C2=NC(=NC(=N2)NC(C)C=2NC=C(N2)C(F)(F)F)N 6-(3-methylimidazo[1,5-a]pyridin-6-yl)-N2-(1-(4-(trifluoromethyl)-1H-imidazol-2-yl)ethyl)-1,3,5-triazine-2,4-diamine